ICC(=O)N(C)C1=C(C=CC=C1)Cl 2-iodo-N-(2-chlorophenyl)-N-methylacetamide